tert-Butyl (9-(2-(2,6-dioxopiperidin-3-yl)-1,3-dioxoisoindolin-4-yl)non-8-yn-1-yl)carbamate O=C1NC(CCC1N1C(C2=CC=CC(=C2C1=O)C#CCCCCCCCNC(OC(C)(C)C)=O)=O)=O